sulfur nitrogen [N].[S]